7-[(5-Methoxypyridin-2-yl)methoxy]-2-(6-methoxypyridine-3-carbonyl)-1-methyl-1,2,3,4-tetrahydroisoquinoline COC=1C=CC(=NC1)COC1=CC=C2CCN(C(C2=C1)C)C(=O)C=1C=NC(=CC1)OC